N-(6-(hydroxyamino)pyridin-3-yl)-5-(4-(trifluoromethyl)phenyl)oxazol-2-amine ONC1=CC=C(C=N1)NC=1OC(=CN1)C1=CC=C(C=C1)C(F)(F)F